4-(3-(2-methyl-2H-indazol-5-yl)-6-((3aR,8aS)-octahydropyrrolo[3,4-d]azepin-6(7H)-yl)pyrazin-2-yl)benzonitrile CN1N=C2C=CC(=CC2=C1)C=1C(=NC(=CN1)N1CC[C@H]2[C@@H](CC1)CNC2)C2=CC=C(C#N)C=C2